2-(7'-Fluoro-2'-oxospiro[cyclopropane-1,3'-indolin]-5'-yl)piperidine-1-carboxylic acid tert-butyl ester C(C)(C)(C)OC(=O)N1C(CCCC1)C=1C=C2C3(C(NC2=C(C1)F)=O)CC3